FC1=C(C=CC=C1C[C@@H]1N(CC([C@@H]1NS(=O)(=O)C)(F)F)C(C(C)(C)O)=O)C1=CC(=CC(=C1)C)F N-[(2S,3R)-2-[(2,3'-difluoro-5'-methyl[1,1'-biphenyl]-3-yl)methyl]-4,4-difluoro-1-(2-hydroxy-2-methylpropanoyl)pyrrolidin-3-yl]methanesulfonamide